2-(3-cyano-4-(4-(4-(2-hydroxyethyl)piperidin-1-yl)phenyl)-1-oxaspiro[4.5]dec-3-en-2-ylidene)malononitrile C(#N)C=1C(OC2(C1C1=CC=C(C=C1)N1CCC(CC1)CCO)CCCCC2)=C(C#N)C#N